CC1=C(C(=CC=C1)C)C1(NN(C2=NC(=NC=C21)NC=2C=C1CN(CC1=CC2)CC2CCNCC2)C)N 3-(2,6-dimethylphenyl)-1-methyl-N6-(2-(piperidin-4-ylmethyl)isoindolin-5-yl)-1H-pyrazolo[3,4-d]Pyrimidine-3,6-diamine